gold yttrium [Y].[Au]